(cis)-tert-butyl 4-(3-(ethoxycarbonyl)-3-methylcyclobutyl)-3,3-difluorohexahydropyrrolo[3,2-b]pyrrole-1(2H)-carboxylate C(C)OC(=O)C1(CC(C1)N1CC[C@@H]2N(CC([C@@H]21)(F)F)C(=O)OC(C)(C)C)C